tetrazol-5-one N1=NN=NC1=O